(3R*,5'S*)-N-(2,4-dichlorobenzyl)-5'-fluoro-5-oxo-6',7'-dihydro-5'H-spiro[morpholine-3,8'-quinoline]-5'-carboxamide ClC1=C(CNC(=O)[C@]2(C=3C=CC=NC3[C@@]3(CC2)NC(COC3)=O)F)C=CC(=C1)Cl |o1:7,14|